1,2,3-Trihydroxypropane OCC(CO)O